(5R,8S)-N-(4,5-Dichloro-2-hydroxyphenyl)-1-fluoro-6,7,8,9-tetrahydro-5H-5,8-epiminocyclohepta[c]pyridine-10-carboxamide ClC1=CC(=C(C=C1Cl)NC(=O)N1[C@@H]2CC[C@H]1CC=1C(=NC=CC12)F)O